(E)-6-(4-methoxyphenyl)-N'-(pyridin-3-ylmethylene)pyrazine-2-carbohydrazide tert-butyl-N-(6-bromo-2-methyl-pyridin-3-yl)carbamate C(C)(C)(C)OC(NC=1C(=NC(=CC1)Br)C)=O.COC1=CC=C(C=C1)C1=CN=CC(=N1)C(=O)N/N=C/C=1C=NC=CC1